6-(4-(4-(dimethoxymethyl)piperidin-1-yl)phenyl)-1-fluoro-7-(4-fluorophenyl)-3-(tetrahydro-2H-pyran-2-yl)-3,8,9,10-tetrahydrocyclohepta[e]indazole COC(C1CCN(CC1)C1=CC=C(C=C1)C1=C(CCCC=2C=3C(=NN(C3C=CC21)C2OCCCC2)F)C2=CC=C(C=C2)F)OC